N-ethyl-N-methyl-N'-(5-methyl-2-(methylsulfonyl)-4-(3-(trifluoromethoxy)benzyl)phenyl)formimidamide C(C)N(C=NC1=C(C=C(C(=C1)C)CC1=CC(=CC=C1)OC(F)(F)F)S(=O)(=O)C)C